(R)-6-chloro-3-((1-(2-cyano-7-methyl-3-(1-methyl-1,4,5,7-tetrahydro-6H-pyrazolo[3,4-c]pyridin-6-yl)quinoxalin-5-yl)ethyl)amino)picolinic acid ClC1=CC=C(C(=N1)C(=O)O)N[C@H](C)C1=C2N=C(C(=NC2=CC(=C1)C)C#N)N1CC2=C(CC1)C=NN2C